7-(2-(2,4-difluorophenoxy)-5-(ethylsulfonylamino)phenyl)-5-methyl-1H-pyrrolo[3,2-b]pyridine 4-oxide FC1=C(OC2=C(C=C(C=C2)NS(=O)(=O)CC)C2=C3C(=[N+](C(=C2)C)[O-])C=CN3)C=CC(=C1)F